CC1CNC2CC1C2 4-methyl-2-azabicyclo[3.1.1]Heptane